C(CCCCCCCCCCCCCCCCC)(=O)OCCCO hydroxypropyl stearoyl ether